N-(2-hydroxyethyl)nicotinamide nitrate [N+](=O)(O)[O-].OCCNC(C1=CN=CC=C1)=O